ClC=1C(=NN2C1C(NC[C@@H]2C)=O)C2=CC=NC1=CC(=C(C=C21)OC)OC (7S)-3-chloro-2-(6,7-dimethoxyquinolin-4-yl)-7-methyl-5H,6H,7H-pyrazolo[1,5-a]pyrazin-4-one